C(C([2H])[2H])OC1=NC=CC=C1 2-(ethoxy-2,2-d)pyridine